FC1(CCN(CCC1)C1=C(C(=O)NC2=CC(=CC=C2)[S@@](=O)(=NC([C@H](C)O)=O)C)C(=C(C=N1)C(F)(F)F)C)F 2-(4,4-difluoroazepan-1-yl)-N-(3-((R)-N-((S)-2-hydroxypropanoyl)-S-methylsulfonimidoyl)phenyl)-4-methyl-5-(trifluoromethyl)nicotinamide